IC=1C(=CC(=C(OC=2C(=NC(=NC2)N)N)C1)C(C)C)OCC#C 5-(5-Iodo-2-isopropyl-4-prop-2-ynyloxy-phenoxy)-pyrimidine-2,4-diamine